COC(=O)C=1C=C2C(=NC1)NC=C2C=2CCN(CC2)C(=O)OC(C)(C)C tert-butyl 4-[5-(methoxycarbonyl)-1H-pyrrolo[2,3-b]pyridin-3-yl]-3,6-dihydro-2H-pyridine-1-carboxylate